COC1=CC=C(/C=C/C2=NC(=NC(=N2)C(Cl)(Cl)Cl)C(Cl)(Cl)Cl)C=C1 (E)-2-(4-methoxystyryl)-4,6-bis(trichloromethyl)-1,3,5-triazine